N1(CCOCC1)C1=CC=C(C=N1)NC1=NC2=C(C=CC=C2C=N1)C1=NC=CC=C1 N-(6-morpholinylpyridin-3-yl)-8-(pyridin-2-yl)quinazolin-2-amine